4-methyl-1-(5-methyl-4-oxo-4,5-dihydro-1H-pyrazolo[3,4-d]pyrimidin-6-yl)piperidin-4-ylcarbamic acid tert-butyl ester C(C)(C)(C)OC(NC1(CCN(CC1)C=1N(C(C2=C(N1)NN=C2)=O)C)C)=O